C(#N)CC1CCC(CC1)N1C(=NC=2C1=C1C(=NC2)NC=C1)CO\N=C(\C(C)C)/N (Z)-N'-((1-((1r,4r)-4-(cyanomethyl)cyclohexyl)-1,6-dihydroimidazo[4,5-d]pyrrolo[2,3-b]pyridin-2-yl)methoxy)isobutyramidine